ClCC(=O)NC1=C(C=C(C(=O)N(C)C)C=C1[N+](=O)[O-])Br 4-chloroacetamido-3-bromo-N,N-dimethyl-5-nitrobenzamide